(S)-methyl 2-((4-(6-((5-cyanopyrimidin-2-yl)methoxy)pyridin-2-yl)piperazin-1-yl)methyl)-1-(oxetan-2-ylmethyl)-1H-benzo[d]imidazole-6-carboxylate C(#N)C=1C=NC(=NC1)COC1=CC=CC(=N1)N1CCN(CC1)CC1=NC2=C(N1C[C@H]1OCC1)C=C(C=C2)C(=O)OC